bis(triphenylphosphine) silver (I) chloride [Ag]Cl.C1(=CC=CC=C1)P(C1=CC=CC=C1)C1=CC=CC=C1.C1(=CC=CC=C1)P(C1=CC=CC=C1)C1=CC=CC=C1